(S)-N-((4-carbamimidoylthiophen-2-yl)methyl)-7-((4-phenoxybutanoyl)-glycyl)-1,4-dioxa-7-azaspiro[4.4]nonane-8-carboxamide C(N)(=N)C=1C=C(SC1)CNC(=O)[C@H]1N(CC2(OCCO2)C1)C(CNC(CCCOC1=CC=CC=C1)=O)=O